N-(5-((3-((5-methoxypyridin-2-yl)methyl)pyrrolidin-1-yl)methyl)thiazol-2-yl)acetamide COC=1C=CC(=NC1)CC1CN(CC1)CC1=CN=C(S1)NC(C)=O